N1C[C@H]([C@@H]([C@H](C1)CC(=O)[O-])CC(=O)[O-])CC(=O)OCC1=CC=C(C=C1)OC1=CC=CC=C1 (3s,4r,5r)-1-(4-phenoxybenzyl) piperidine-3,4,5-triyltriacetate